2-(3-benzyloxypropyl)-2-methyl-malonic acid diethyl ester C(C)OC(C(C(=O)OCC)(C)CCCOCC1=CC=CC=C1)=O